1-(3-chloro-5-fluorophenyl)-3-(3-bromo-5-chlorophenyl)urea ClC=1C=C(C=C(C1)F)NC(=O)NC1=CC(=CC(=C1)Cl)Br